2-(((tert-butyldimethylsilyl)oxy)methyl)-4-fluoro-5-methoxypyridine [Si](C)(C)(C(C)(C)C)OCC1=NC=C(C(=C1)F)OC